CN(CCOC=1C=C(C=CC1)O)C 3-[2-(dimethylamino)ethoxy]phenol